triethoxythiazole (+-)-(6E)-3,7-dimethyl-1,6-nonadien-3-yl-acetate C[C@@](C=C)(CC\C=C(\CC)/C)CC(=O)O.C(C)OC1=C(N=C(S1)OCC)OCC |r|